N-(4-chloropyridin-2-yl)-2-(4-Boc-aminophenyl)acetamide ClC1=CC(=NC=C1)NC(CC1=C(C=C(C=C1)C(=O)OC(C)(C)C)N)=O